S(=O)(=O)(OCC(C)(C)C)OC1=CC(=C(C=C1)COC1OCCCC1)[N+](=O)[O-] Neopentyl (3-nitro-4-(((tetrahydro-2H-pyran-2-yl)oxy)methyl)phenyl) sulfate